N-dodecyl-N-methyl-N-(3-trimethoxysilylpropyl)ammonium chloride [Cl-].C(CCCCCCCCCCC)[NH+](CCC[Si](OC)(OC)OC)C